FC(S(=O)(=O)N)(F)F.FC(S(=O)(=O)N)(F)F.CN1C(CCCC1)CCC N-methylpropylpiperidine bistrifluoromethanesulfonamide salt